(1R,5R,9E,20S)-5-ethyl-3-imino-18,18-dimethyl-17,27-dioxa-2,4,21-triazahexacyclo[21.6.2.22,5.112,16.015,20.026,30]tetratriaconta-9,12(32),13,15,23,25,30-heptaene-22,34-dione C(C)[C@@]12NC(N([C@@H]3CCOC4=CC=C(C(N[C@H]5CC(OC6=C5C=CC(C/C=C/CCC1)=C6)(C)C)=O)C=C34)C(C2)=O)=N